C1(=CC=C(C=C1)C(=O)C1=CC=C(C=C1)C1=CC=CC=C1)C1=CC=CC=C1 di([1,1'-biphenyl]-4-yl) ketone